C(CCCCCCCCC)OC(CC/C=C/CCO)OCCCCCCCCCC (3E)-7,7-didecyloxy-3-hepten-1-ol